2-(3,5-di-tert-butylphenyl)-4-tert-butylbromobenzene C(C)(C)(C)C=1C=C(C=C(C1)C(C)(C)C)C1=C(C=CC(=C1)C(C)(C)C)Br